CNC(CCC1=CC=CC=C1)=O N-methyl-benzenepropionamide